NC1=C(C=C(C=N1)C=1C=C2N(N1)CC[C@]21CN(CC1)C(=O)NC(C)(C)C=1C=NC(=CC1)C)C(F)(F)F |r| (rac)-2'-[6-amino-5-(trifluoromethyl)pyridin-3-yl]-N-[2-(6-methylpyridin-3-yl)propan-2-yl]-5',6'-dihydrospiro[pyrrolidine-3,4'-pyrrolo[1,2-b]pyrazole]-1-carboxamide